NC=1C=2N(C=CN1)C(=NC2C2=C(C=C(C=C2)OC2=CC=CC=C2)Cl)N2CCC1(CCNC1=O)CC2 8-(8-amino-1-(2-chloro-4-phenoxyphenyl)imidazo[1,5-a]pyrazin-3-yl)-2,8-diazaspiro[4.5]decan-1-one